3-amino-1-(cyclopropylmethyl)-7-methyl-N-(1-methylcyclopropyl)-2,4-dioxo-1,2,3,4-tetrahydroquinazoline-6-sulfonamide NN1C(N(C2=CC(=C(C=C2C1=O)S(=O)(=O)NC1(CC1)C)C)CC1CC1)=O